F[C@H]1C[C@H](N2N=C(N=C21)C(C(C)(C)C)=O)C2=CC=CC=C2 |r| 1-(rac-(5s,7s)-7-fluoro-5-phenyl-6,7-dihydro-5H-pyrrolo[1,2-b][1,2,4]triazol-2-yl)-2,2-dimethyl-propan-1-one